FC=1C(=NC(=NC1)NC1CN(CC1)S(=O)(=O)C)C=1C=C2C=CC=NC2=C(C1)F 5-fluoro-4-(8-fluoroquinolin-6-yl)-N-(1-(methylsulfonyl)pyrrolidin-3-yl)pyrimidin-2-amine